(2R)-1-(3-chloro-2-methylbenzyl)-4-((3-fluoro-6-((5-methyl-1H-pyrazol-3-yl)amino)pyridin-2-yl)methyl)-2-methylpiperidine ClC=1C(=C(CN2[C@@H](CC(CC2)CC2=NC(=CC=C2F)NC2=NNC(=C2)C)C)C=CC1)C